C(C1=CC=CC=C1)OC1=C(OC=CC1=C=O)C(=O)O 3-(Benzyloxy)-4-carbonyl-4H-pyran-2-carboxylic acid